1-(2-amino-5-bromopyridin-3-yl)ethanol NC1=NC=C(C=C1C(C)O)Br